5-[1-methyl-3-[(1S)-1-(4-methyl-2-pyridyl)ethoxy]pyrazolo[3,4-c]pyridazin-5-yl]-1H-pyrimidine-2,4-dione CN1N=C(C=2C1=NN=C(C2)C=2C(NC(NC2)=O)=O)O[C@@H](C)C2=NC=CC(=C2)C